CC(C(=O)OCC(C)(C1=CC(=CC=C1)C(F)(F)F)NC(NC1=C(C(=CC=C1)CN(C(=O)OC(C)(C)C)C(=O)OC(C)(C)C)N)=S)(C)C 2-({[2-amino-3-({bis[(tert-butoxy)carbonyl]amino}methyl)phenyl]carbamothioyl}amino)-2-[3-(trifluoromethyl)phenyl]propyl 2,2-dimethylpropanoate